COC(=O)C=1C=C(C=C(C1)C(=O)OC)P(O)(O)=O.[Na].[Na] disodium 3,5-bis(methoxycarbonyl)phenylphosphonic acid